holmium-yttrium [Y].[Ho]